3,5-dichlorobenzyl 4-(5-(((1H-tetrazol-5-yl)methyl)amino)-1,3,4-oxadiazol-2-yl)piperidine-1-carboxylate N1N=NN=C1CNC1=NN=C(O1)C1CCN(CC1)C(=O)OCC1=CC(=CC(=C1)Cl)Cl